O,O-diethyl O-(3,5,6-trichloropyridin-2-yl) phosphorothioate P(OCC)(OCC)(OC1=NC(=C(C=C1Cl)Cl)Cl)=S